N-(2-Hydroxy-4-(m-tolyl)-2-(trifluoromethyl)-2H-chromen-3-yl)acetamide OC1(OC2=CC=CC=C2C(=C1NC(C)=O)C=1C=C(C=CC1)C)C(F)(F)F